4-(((2S)-4-cyclopentyl-2-(4-(methoxycarbonyl)phenyl)piperidin-1-yl)methyl)-5-methoxy-7-Methyl-1H-indole-1-carboxylic acid tert-butyl ester C(C)(C)(C)OC(=O)N1C=CC2=C(C(=CC(=C12)C)OC)CN1[C@@H](CC(CC1)C1CCCC1)C1=CC=C(C=C1)C(=O)OC